[N+](=O)(O)[O-].C(CCCCCCCCC)N1C=NC=C1 1-decylimidazole nitrate